C(#N)C1CCN(CC1)[C@@H]1CCN(CCC1)C(=O)OCC Ethyl (4S)-4-(4-cyanopiperidin-1-yl)azepane-1-carboxylate